N-(2-methyl-4-bromophenyl)benzamide CC1=C(C=CC(=C1)Br)NC(C1=CC=CC=C1)=O